7,7-dimethyl-6,7-dihydrobenzo[b]Thiophene CC1(CC=CC2=C1SC=C2)C